N-imidazo[1,5-a]pyridin-1-yl-1,1-diphenyl-methanimine C=1(N=CN2C1C=CC=C2)N=C(C2=CC=CC=C2)C2=CC=CC=C2